C(=O)(O)[C@H](CCCC1=CC=C(C=C1)OCCOCCOCC)N1CCN(CCN(CCN(CC1)[C@H](C(=O)[O-])CO)[C@H](C(=O)[O-])CO)[C@H](C(=O)[O-])CO.[Gd+3] gadolinium (2S,2'S,2''S)-2,2',2''-{10-[(1S)-1-carboxy-4-{4-[2-(2-ethoxyethoxy)ethoxy] phenyl}butyl]-1,4,7,10-tetraazacyclododecane-1,4,7-triyl}tris(3-hydroxypropanoate)